(1R,3S)-N1-(3-chloro-6,7-dihydrospiro[cyclopenta[d]pyrazolo[1,5-a]pyrimidine-5,1'-cyclopentane]-8-yl)cyclopentane-1,3-diamine dihydrochloride Cl.Cl.ClC=1C=NN2C1N=C1C(=C2N[C@H]2C[C@H](CC2)N)CCC12CCCC2